methyl 2,2,2-trichloroethanimidate ClC(C(OC)=N)(Cl)Cl